COC1=NC=CC(=C1)C=1C=CC(=C(C1)O)C=1N=NC(=CC1)N(C1CC(NC(C1)(C)C)(C)C)C 5-(2-methoxypyridin-4-yl)-2-(6-(methyl(2,2,6,6-tetramethylpiperidin-4-yl)amino)pyridazin-3-yl)phenol